N,N-dimethyl-benzamid CN(C(C1=CC=CC=C1)=O)C